NC(C(C(=O)O)O)(C)N diaminohydroxybutanoic acid